N-(5-(propylthio)-1,3,4-thiadiazol-2-yl)-2-((4-oxo-1-phenyl-4,5-dihydro-1H-pyrazolo[3,4-d]pyrimidin-6-yl)thio)acetamid C(CC)SC1=NN=C(S1)NC(CSC=1NC(C2=C(N1)N(N=C2)C2=CC=CC=C2)=O)=O